(R)-N-((3-(3,5-difluoro-4-(2-oxo-2-thia-6-azaspiro[3.3]hept-6-yl)phenyl)-2-oxooxazolidin-5-yl)methyl)methanesulfonamide FC=1C=C(C=C(C1N1CC2(CS(C2)=O)C1)F)N1C(O[C@H](C1)CNS(=O)(=O)C)=O